(2r,5s)-5-[2-(3,4-dichlorophenoxy)acetamido]-2-{5-[(1s,3s)-3-(trifluoromethoxy)cyclobutyl]-1,3,4-oxadiazol-2-yl}piperidine-1-carboxylic acid tert-butyl ester C(C)(C)(C)OC(=O)N1[C@H](CC[C@@H](C1)NC(COC1=CC(=C(C=C1)Cl)Cl)=O)C=1OC(=NN1)C1CC(C1)OC(F)(F)F